[F-].C(CCC)[N+](CCCC)(CCCC)CCCC.C(CCC)[N+](CCCC)(CCCC)CCCC.[F-] ditetrabutylammonium fluoride